ClC1=CC=C2C(=N1)C(=C(N2CC)C=2C(=NC=CC2)[C@H](C)OC)CC(CO)(C)C (S)-3-(5-chloro-1-ethyl-2-(2-(1-methoxyethyl)pyridin-3-yl)-1H-pyrrolo[3,2-b]pyridin-3-yl)-2,2-dimethylpropan-1-ol